(R)-N-(7-(2-oxa-5,8-diazaspiro[3.5]nonan-5-yl)chroman-3-yl)-3-amino-6-methylthieno[2,3-b]pyridine-2-carboxamide C1OCC12N(CCNC2)C2=CC=C1C[C@H](COC1=C2)NC(=O)C2=C(C=1C(=NC(=CC1)C)S2)N